C(C1=CC=CC=C1)OC1=C(C(=O)N(C2=CC=C(C=C2)N2CCN(CC2)C)CC2=CC=C(C=C2)C(NOCC2=CC=CC=C2)=O)C=C(C(=C1)OCC1=CC=CC=C1)C(C)C 2,4-bis(benzyloxy)-N-(4-((benzyloxy)carbamoyl)benzyl)-5-isopropyl-N-(4-(4-methylpiperazin-1-yl)phenyl)benzamide